N-(4-(4-Bromophenyl)thiazol-2-yl)-4-fluoro-2-((1-methylpropyl)sulfonamido)benzamide BrC1=CC=C(C=C1)C=1N=C(SC1)NC(C1=C(C=C(C=C1)F)NS(=O)(=O)C(CC)C)=O